1,3,5-Triphenylhexene C1(=CC=CC=C1)C=CC(CC(C)C1=CC=CC=C1)C1=CC=CC=C1